NC1(CCN(CC1)C=1N=C(C2=C(N1)NC=C2C2=C(C1=CN(N=C1C=C2)C)Cl)C#N)C2=C(C=CC=C2)F 2-(4-amino-4-(2-fluorophenyl)piperidin-1-yl)-5-(4-chloro-2-methyl-2H-indazol-5-yl)-7H-pyrrolo[2,3-d]Pyrimidine-4-carbonitrile